COC1[N+](CCOC1)(CC1=NC=NC=N1)OC dimethoxy-1,3,5-triazinylmethylmorpholinium